(R)-(4-Cyclopropyl-1-methyl-1H-pyrazol-3-yl)(1-methylcyclopentyl)methanamine C1(CC1)C=1C(=NN(C1)C)[C@H](N)C1(CCCC1)C